NC1=NC=2C=C(C(=CC2C2=C1C=NN2C)C(=O)N2[C@H]1[C@@H](CCC2)OC2=C1C=CC(=C2)C(F)(F)F)Cl (4-amino-7-chloro-1-methyl-1H-pyrazolo[4,3-c]quinolin-8-yl)((4aR,9bR)-7-(trifluoromethyl)-3,4,4a,9b-tetrahydrobenzofuro[3,2-b]pyridin-1(2H)-yl)methanone